NC=1N=C(SC1C(=O)C1=CC(=NO1)C1=CC=NC=C1)N(C1=CC=C(C=C1)F)C(C(=O)N)C (N-[4-amino-5-[3-(4-pyridyl)isoxazole-5-carbonyl]thiazol-2-yl]-4-fluoro-anilino)propanamide